N-[1-[5-bromo-2-[5-(2,2,2-trifluoroethoxy)-2-pyridyl]-1,2,4-triazol-3-yl]ethyl]-3-(1-cyanocyclopropyl)-5-(trifluoromethyl)benzamide BrC=1N=C(N(N1)C1=NC=C(C=C1)OCC(F)(F)F)C(C)NC(C1=CC(=CC(=C1)C(F)(F)F)C1(CC1)C#N)=O